C1(CCC1)C(C)(C)N 2-cyclobutylpropan-2-amine